6-methylquinazoline-2-carboxylic acid (1-pyrrolo[1,2-a]pyrazin-1-yl-pyrrolidin-3-yl)-amide C=1(C=2N(C=CN1)C=CC2)N2CC(CC2)NC(=O)C2=NC1=CC=C(C=C1C=N2)C